1-(1-((5-(ethylsulfanyl)pyridin-3-yl)sulfonyl)-5-(2-fluorophenyl)-1H-pyrrol-3-yl)-N-methylcarboxamide hydrochloride Cl.C(C)SC=1C=C(C=NC1)S(=O)(=O)N1C=C(C=C1C1=C(C=CC=C1)F)CNC=O